(4-bromoquinolin-6-yl)(3-(3,5-difluorophenyl)-2,7-dimethyl-2,4,5,7-tetrahydro-6H-pyrazolo[3,4-c]pyridin-6-yl)methanone BrC1=CC=NC2=CC=C(C=C12)C(=O)N1C(C=2C(CC1)=C(N(N2)C)C2=CC(=CC(=C2)F)F)C